C(C1=CC=CC=C1)N1CCN(CC1)C(CNS(=O)(=O)C1=CC2=CC=CC=C2C=C1)C N-(2-(4-benzylpiperazin-1-yl)propyl)naphthalen-2-sulfonamide